N-((1S)-1-(4-(4-(3-amino-5-ethynylpyridin-4-yl)-2-chloro-5-fluorobenzamido)phenyl)-2,2,2-trifluoroethyl)-N-methyltetrahydro-2H-thiopyran-4-carboxamide 1,1-dioxide NC=1C=NC=C(C1C1=CC(=C(C(=O)NC2=CC=C(C=C2)[C@@H](C(F)(F)F)N(C(=O)C2CCS(CC2)(=O)=O)C)C=C1F)Cl)C#C